ClC=1C(=C(C(=CC1Cl)F)O)C1=CC=2N(C=C1)C=C(N2)C=2COCC2 3,4-Dichloro-2-(2-(2,5-dihydrofuran-3-yl)imidazo[1,2-a]pyridin-7-yl)-6-fluorophenol